FC1=C(C=CC(=C1)F)N1N=C(C(C1(C(=O)N[C@H](C(=O)OC)C)C)C1=COC=C1)C1=C(C=C(C=C1)F)F (2S)-methyl 2-(1,3-bis(2,4-difluorophenyl)-4-(furan-3-yl)-5-methyl-4,5-dihydro-1H-pyrazole-5-carboxamido)propanoate